2-(ethylamino)propan-1-ol C(C)NC(CO)C